(6R)-6-[(tert-butyldiphenylsilyl)oxy]-1,4-oxazepane [Si](C1=CC=CC=C1)(C1=CC=CC=C1)(C(C)(C)C)O[C@@H]1CNCCOC1